N-(4-methyl-3-((4-(pyridin-3-yl)thiazol-2-yl)amino)phenyl)-4-(piperazin-1-ylmethyl)benzamide CC1=C(C=C(C=C1)NC(C1=CC=C(C=C1)CN1CCNCC1)=O)NC=1SC=C(N1)C=1C=NC=CC1